COC1=CC=C(CNC2(CN(CC2)C(=O)OC(C)(C)C)CNCCN2C(C=C(C=C2C)N2CC(CC2)(C2=CC=CC=C2)C)=O)C=C1 tert-butyl 3-((4-methoxybenzyl)amino)-3-(((2-(6-methyl-4-(3-methyl-3-phenylpyrrolidin-1-yl)-2-oxopyridin-1(2H)-yl)ethyl)amino)methyl)pyrrolidine-1-carboxylate